1-(2-chloropyridin-4-yl)-3-(3-(methylsulfanyl)phenyl)urea ClC1=NC=CC(=C1)NC(=O)NC1=CC(=CC=C1)SC